ClC=1C=C2C=C(NC2=CC1)CNC(N(C1CN(CCC1)C(=O)C1CC(CC1)=O)C)=O 3-[(5-chloro-1H-indol-2-yl)methyl]-1-methyl-1-[1-(3-oxocyclopentanecarbonyl)piperidin-3-yl]urea